{3-[1-(2,6-Dioxopiperidin-3-yl)-3-methyl-2-oxo-1,3-benzodiazol-4-yl]prop-2-yn-1-yl}piperazine-1-carboxylic acid tert-butyl ester C(C)(C)(C)OC(=O)N1C(CNCC1)CC#CC1=CC=CC=2N(C(N(C21)C)=O)C2C(NC(CC2)=O)=O